3-oxobutanoic acid oxacyclohex-4-ylmethyl ester O1CCC(CC1)COC(CC(C)=O)=O